FC=1C=C(CC2=C3N(C=C(N2)C2=CC=CC=C2)C(C(=N3)CC=3OC(=CC3)C)=O)C=CC1 8-(3-Fluorobenzyl)-2-((5-methylfuran-2-yl)methyl)-6-phenylimidazo[1,2-a]pyrazin-3(7H)-on